C(C)(C)C1=NN(C(C2=C1OC(=C2)OC)=O)CC(=O)O 2-(7-isopropyl-2-methoxy-4-oxo-furo[2,3-d]pyridazin-5-yl)acetic acid